FC(/C=C/C(=O)N1C2CN(CC1C2)C=2C=CC=1N=CN=C(C1N2)NC2=CC(=C(C=C2)OC2=CC1=C(N(N=N1)C)C=C2)C)F (E)-4,4-difluoro-1-(3-(4-((3-methyl-4-((1-methyl-1H-benzo[d][1,2,3]triazol-5-yl)oxy)phenyl)amino)pyrido[3,2-d]pyrimidin-6-yl)-3,6-diazabicyclo[3.1.1]heptan-6-yl)but-2-en-1-one